N-(6-methoxy-1-methylindazol-7-yl)-1-[2-(trifluoromethyl)pyridin-4-yl]pyrazole-4-sulfonamide COC1=CC=C2C=NN(C2=C1NS(=O)(=O)C=1C=NN(C1)C1=CC(=NC=C1)C(F)(F)F)C